N1C=C(C=C1)C=1C=C(C=CC1)[C@H](CC(=O)O)NC(=O)NC=1C(N(C=CC1O)C)=O (S)-3-(3-(1H-pyrrol-3-yl)phenyl)-3-(3-(4-hydroxy-1-methyl-2-oxo-1,2-dihydropyridin-3-yl)ureido)propanoic acid